5-Chloro-6,7-difluoro-N-((3S,4S)-4-methylpyrrolidin-3-yl)-1H-indole-2-carboxamide ClC=1C=C2C=C(NC2=C(C1F)F)C(=O)N[C@@H]1CNC[C@@H]1C